CC(CC(C)(OOC(C)(C)C)C)OC(=C(OC(CC(C)(C)OOC(C)(C)C)C)OC(CC(C)(C)OOC(C)(C)C)C)[SiH3] tri(1,3-dimethyl-3-t-butylperoxybutyl-oxy)vinyl-silane